OC1=C(C=C(C=C1C(C)(C)CC)C(C)(C)CC)N1N=C2C(=N1)C=CC=C2 2-(2'-hydroxy-3',5'-di-t-amyl-phenyl)benzotriazole